6-cyclopropyl-4-[4-fluoro-2-(4-methyl-1,2,4-triazol-3-yl)phenyl]pyridine-2-carbaldehyde C1(CC1)C1=CC(=CC(=N1)C=O)C1=C(C=C(C=C1)F)C1=NN=CN1C